ClC1=CC=C(C=C1)C=1OC2=C(N1)C(=CC(=C2)C2=CC=C(C=C2)C2=CC=CC1=CC=CC=C21)C2=CC=C(C=C2)C2=CC=CC1=CC=CC=C21 2-(4-chlorophenyl)-4,6-bis(4-naphthalen-1-yl-phenyl)-benzoxazole